N-((6-bromo-5-(trifluoromethyl)-1H-indol-2-yl)methyl)-1-methylcyclopropanecarboxamide BrC1=C(C=C2C=C(NC2=C1)CNC(=O)C1(CC1)C)C(F)(F)F